C(CCC)OC(CN1C(N(C(C1(C)C)=O)C=1C=NC(=C(C1)C(F)(F)F)C#N)=O)=O 2-[3-[6-cyano-5-(trifluoromethyl)pyridin-3-yl]-5,5-dimethyl-2,4-dioxo-imidazolidin-1-yl]acetic acid butyl ester